C12CN(CC(N1)C2)C=2OC1=C(N2)C(=CC=C1C1=NC=C(C=C1)F)OC(CO)(F)F 2-((2-(3,6-diazabicyclo[3.1.1]heptan-3-yl)-7-(5-fluoropyridin-2-yl)benzo[d]oxazol-4-yl)oxy)-2,2-difluoroethan-1-ol